diethylamino-1,3,5-triazine-2-thione-4-thiol sodium [Na].C(C)N(CC)C1=NC(=NC(N1)=S)S